F[C@]1(CC=CCC1)C(=O)OCC |r| (rac)-ethyl 1-fluorocyclohex-3-enecarboxylate